C1N(CC12COCC2)CC2=C(C=C(OC1CN(C1)C(=O)C=1OC(=NN1)C1=CC=CC=C1)C=C2)C (3-(4-(6-Oxa-2-azaspiro[3.4]octan-2-ylmethyl)-3-methylphenoxy)azetidin-1-yl)(5-phenyl-1,3,4-oxadiazol-2-yl)methanone